FC=1C=C2C(C(=CN(C2=NC1N1CCC(CC1)(CO)O)C1=C(C=C(C=C1F)F)F)C(=O)NC(C(F)(F)F)C(F)(F)F)=O 6-fluoro-N-(1,1,1,3,3,3-hexafluoropropan-2-yl)-7-[4-hydroxy-4-(hydroxymethyl)piperidin-1-yl]-4-oxo-1-(2,4,6-trifluorophenyl)-1,4-dihydro-1,8-naphthyridine-3-carboxamide